1-(4-(2-(4-bromophenyl)-propan-2-yl)thiazol-2-yl)-3-(4-(2-(piperazin-1-yl)-ethoxy)benzyl)urea BrC1=CC=C(C=C1)C(C)(C)C=1N=C(SC1)NC(=O)NCC1=CC=C(C=C1)OCCN1CCNCC1